C[C@H]1OCCC2=CC=CC(=C12)CC(=O)O.N(=C=O)C(CCC1=C(C2=CC=CC=C2C=C1)CCC(N=C=O)N=C=O)N=C=O bis(diisocyanatopropyl)naphthalene (R)-2-(1-methylisochroman-8-yl)acetate